N[C@@H]1C[C@H](CC1)OC=1C(=NC(=CC1)C)C1=CC(=NN1)NC=1N=CC(=NC1)C#N 5-((5-(3-(((1S,3S)-3-aminocyclopentyl)oxy)-6-methylpyridin-2-yl)-1H-pyrazol-3-yl)amino)pyrazine-2-carbonitrile